NCC1=NN=NN1 5-aminomethyl-1H-tetrazole